2-(1-(1-(5-propylpyrimidin-2-yl)piperidin-4-yl)ethoxy)imidazo[2,1-b][1,3,4]thiadiazole C(CC)C=1C=NC(=NC1)N1CCC(CC1)C(C)OC1=NN2C(S1)=NC=C2